N1N=CC2=CC(=CC=C12)C#CC1=NC(=NC=C1)C1=NC(=NC=C1)NCCOC ((1H-indazol-5-yl)ethynyl)-N-(2-methoxyethyl)-[2,4'-bipyrimidin]-2'-amine